(2-cyclopropylethyl)-4-(thiazol-4-yl)-1H-imidazole-1-carboxamide C1(CC1)CCC=1N(C=C(N1)C=1N=CSC1)C(=O)N